N-(4-((4-(tert-butyl)-2,6-dimethylphenyl)amino)benzyl)-N-hydroxypivalamide C(C)(C)(C)C1=CC(=C(C(=C1)C)NC1=CC=C(CN(C(C(C)(C)C)=O)O)C=C1)C